FC(C=1C(=C(C=CC1)[C@@H](C=C)N[S@](=O)C(C)(C)C)F)F (R)-N-((R)-1-(3-(difluoromethyl)-2-fluorophenyl)allyl)-2-methylpropane-2-sulfinamide